C(C1=CC=CC=C1)N1CCN(CC1)CCC(=O)NC=1SC=C(N1)C1=CC(=CC=C1)C 3-(4-benzylpiperazin-1-yl)-N-(4-(3-methylphenyl)thiazol-2-yl)propionamide